CN(CCC=1C=C(N)C=CC1[N+](=O)[O-])C 3-(2-(dimethylamino)ethyl)-4-nitroaniline